ethylene 1,2-dibromocarbonate C(OCCOC(=O)Br)(=O)Br